1-(4-hydroxycyclopent-2-en-1-yl)-5-methyl-3-((2-(trimethylsilyl)ethoxy)methyl)pyrimidine-2,4(1H,3H)-dione OC1C=CC(C1)N1C(N(C(C(=C1)C)=O)COCC[Si](C)(C)C)=O